C(C)(C)(C)OC(=O)NCCN1CC(C1)N1CCN(CC1)CC(=O)OC methyl 2-[4-[1-[2-(tert-butoxycarbonylamino)ethyl]azetidin-3-yl]piperazin-1-yl]acetate